cadmium Cadmium [Cd].[Cd]